6-(5-methylfuro[2,3-d]pyrimidin-4-yl)-N-(2-methylpyrazol-3-yl)-7,8-dihydro-5H-1,6-naphthyridin-3-amine CC1=COC=2N=CN=C(C21)N2CC=1C=C(C=NC1CC2)NC=2N(N=CC2)C